IC=1C=C(C=O)C=C(C1I)I 3,4,5-triiodobenzaldehyde